P(O)(=O)(OP(=O)(O)OP(=O)(O)O)OC[C@@H]1[C@H]([C@H]([C@@H](O1)N1C(=O)N=C(N)C=C1)C)O 2'-methyl-2'-deoxycytidine-5'-triphosphat